2,3,7-trimethylnon-6-enal CC(C=O)C(CCC=C(CC)C)C